3-dimethylamino-1-(2-hydroxy-5-methoxyphenyl)prop-2-en-1-one CN(C=CC(=O)C1=C(C=CC(=C1)OC)O)C